4-styrenecarboxylate C=CC1=CC=C(C=C1)C(=O)[O-]